FC=1C=C2CCC(NC2=CC1)=O 6-fluoro-2-oxo-3,4-dihydroquinolin